C(C(C)C)NC=1NC(C=2N=CN(C2N1)[C@H]1C[C@H]2O[Si](O[Si](OC[C@@H]2O1)(C(C)C)C(C)C)(C(C)C)C(C)C)=O 2-(isobutylamino)-9-((6aS,8R,9aR)-2,2,4,4-tetraisopropyltetrahydro-6H-furo[3,2-f][1,3,5,2,4]trioxadisilocin-8-yl)-1,9-dihydro-6H-purin-6-one